tetrachloroethylammonium ClC(C(Cl)(Cl)Cl)[NH3+]